C(CCCCCCCCCCCCC)OP(OCCCCCCCCCCCCCC)OCCCCCCCCCCCCCC tri-n-tetradecylphosphite